(diphenyltriazineyl)biphenyl C1(=CC=CC=C1)C1=C(C(=NN=N1)C1=C(C=CC=C1)C1=CC=CC=C1)C1=CC=CC=C1